[O-]C1=C(C=C(C=C1)C1=CC=C(C=C1)C1=CC(=C(C=C1)[O-])C(=O)[O-])C(=O)[O-] 4,4''-dioxido-[1,1':4',1''-terphenyl]-3,3''-dicarboxylate